(-)-5,6,7,8-tetrahydro-6-[propyl-[2-(2-thienyl)ethyl]-amino]1-naphthol C(CC)N(C1CC=2C=CC=C(C2CC1)O)CCC=1SC=CC1